(S)-N-(4-(4-amino-7-methyl-5-(4-(pyrrolidine-1-carbonyl)phenyl)-7H-pyrrolo[2,3-d]pyrimidin-6-yl)phenyl)aziridine-2-carboxamide NC=1C2=C(N=CN1)N(C(=C2C2=CC=C(C=C2)C(=O)N2CCCC2)C2=CC=C(C=C2)NC(=O)[C@H]2NC2)C